N=C1CC=CC2=CC=CC=C12 iminonaphthalene